C=1(C(=CC=CC1)S(=O)(=O)OC)S(=O)(=O)OC dimethyl benzenedisulfonate